N-[7-fluoro-2-[[2-[2-oxo-3-(3-oxo-4H-pyrazino[2,3-b][1,4]oxazin-6-yl)oxazolidin-5-yl]ethylamino]methyl]indan-5-yl]-2-morpholino-acetamide FC=1C=C(C=C2CC(CC12)CNCCC1CN(C(O1)=O)C1=NC2=C(OCC(N2)=O)N=C1)NC(CN1CCOCC1)=O